1,3-azasilolidine-5-carboxamide N1C[SiH2]CC1C(=O)N